FC1C2=C(C3CCCC(N3C1)=O)NC1=CC=C(C=C12)F 7,9-Difluoro-1H,2H,3H,4H,6H,7H,12H,12bH-indolo[2,3-a]quinolizin-4-one